FC(S(=O)(=O)OC1=CC=C(C=C1)[C@@H](C)NS(=O)(=O)C1=CC=CC=C1)(F)F 4-{(1R)-1-[(phenylsulfonyl)amino]ethyl}phenyl trifluoromethanesulfonate